2,6-difluoro-N-(thiazol-2-yl)benzenesulfonamide FC1=C(C(=CC=C1)F)S(=O)(=O)NC=1SC=CN1